C(#N)C1=C(OC2CCC(CC2)(C(=O)O)C)C=C(C(=C1)OC)C(N[C@@H]1[C@H]2CC[C@@H]([C@@H]1C(NCC1(CCC1)C)=O)C2)=O 4-(2-cyano-4-methoxy-5-(((1S,2R,3S,4R)-3-(((1-methylcyclobutyl)methyl)carbamoyl)bicyclo[2.2.1]heptan-2-yl)carbamoyl)phenoxy)-1-methylcyclohexane-1-carboxylic acid